C1NCC12CCN(CC2)C2=CC=NC=C2 4-(2,7-diazaspiro[3.5]nonan-7-yl)pyridin